tert-Butyl 3-(methanesulfonylmethyl)pyrrolidine-1-carboxylate CS(=O)(=O)CC1CN(CC1)C(=O)OC(C)(C)C